1-fluoro-N-[(1S)-1-[(1R)-6-[2-[(1S,4S)-2-oxa-5-azabicyclo[2.2.1]heptan-5-yl]-4-pyridyl]indan-1-yl]-2-oxo-2-[4-(1,3,5-trimethylpyrazol-4-yl)anilino]ethyl]cyclopropanecarboxamide FC1(CC1)C(=O)N[C@H](C(NC1=CC=C(C=C1)C=1C(=NN(C1C)C)C)=O)[C@@H]1CCC2=CC=C(C=C12)C1=CC(=NC=C1)N1[C@@H]2CO[C@H](C1)C2